C1C(OC2=CC(=CC(=C2C1=O)O)O)C3=CC=C(C=C3)O (-)-naringenin